ethylpropylchlorosilane C(C)[SiH](Cl)CCC